C(C(C)C)C1CC(CC(C1)C)(O)C 3-isobutyl-1,5-dimethylcyclohexanol